C1(CC1)N1CCC(=CC1)B(O)O (1-cyclopropyl-3,6-dihydro-2H-pyridin-4-yl)boronic acid